4,6-Dichloro-7-methoxy-2-methyl-3-(4'-methyl-[1,1'-biphenyl]-4-yl)quinoline ClC1=C(C(=NC2=CC(=C(C=C12)Cl)OC)C)C1=CC=C(C=C1)C1=CC=C(C=C1)C